ClC1=CC=C(C=C1)C1=CC(=NC(=N1)C=1C=NC=CC1)N1C[C@H](CC1)O (S)-1-(6-(4-chlorophenyl)-2-(pyridin-3-yl)pyrimidin-4-yl)pyrrolidin-3-ol